C12C=CC(C(C1)CN1CCC3(C(C3)CNC=3C=CC=4N(N3)C=NN4)CC1)C2 N-[[6-(5-bicyclo[2.2.1]hept-2-enylmethyl)-6-azaspiro[2.5]octan-2-yl]methyl]-[1,2,4]triazolo[4,3-b]pyridazin-6-amine